(±)-trans-4-(1-((5-methoxy-7-methyl-1H-indol-4-yl)methyl)-4-phenylpiperidin-2-yl)benzoic acid COC=1C(=C2C=CNC2=C(C1)C)CN1[C@H](C[C@@H](CC1)C1=CC=CC=C1)C1=CC=C(C(=O)O)C=C1 |r|